COC=1C(=CC(=C(C1)N(CCOC(NC)=O)C)NC(C=C)=O)NC1=NC=CC(=N1)C1=CN(C2=CC=CC=C12)C [2-[[5-methoxy-4-[[4-(1-methylindol-3-yl)pyrimidin-2-yl]amino]-2-(prop-2-enoylamino)phenyl]-methylamino]ethyl]-N-methylcarbamate